CC1=C(C=CC=C1C)N1CCN(CC1)C(CN1N=C(C2=C1CCC2)C(=O)N2C[C@H]([C@H](CC2)CO)F)=O 1-[4-(2,3-dimethylphenyl)piperazin-1-yl]-2-{3-[(3S,4R)-3-fluoro-4-(hydroxymethyl)piperidine-1-carbonyl]-5,6-dihydrocyclopenta[c]pyrazol-1(4H)-yl}ethan-1-one